4-chloro-3-{[(2S)-2-(hydroxymethyl)piperazin-1-yl](phenyl)methyl}benzonitrile hydrochloride Cl.ClC1=C(C=C(C#N)C=C1)C(C1=CC=CC=C1)N1[C@@H](CNCC1)CO